C(C)(C)(C)C1=CC=C(C=C1)B(O)O (4-(tert-butyl)phenyl)-boronic acid